(14'R)-23'-fluoro-14'-methyl-8'-oxa-13'-azaspiro[morpholine-3,16'-tetracyclo[17.3.1.02,7.013,17]tricosane] FC1C2C3CCCCC3OCCCCN3[C@@H](CC4(C3CC1CCC2)NCCOC4)C